(3R)-3-[(2-phenyl-[1,2,4]triazolo[1,5-c]quinazolin-5-yl)amino]azepin-2-one C1(=CC=CC=C1)C1=NN2C(=NC=3C=CC=CC3C2=N1)NC=1C(N=CC=CC1)=O